N-(4-chloro-2-nitro-5-(trifluoromethyl)phenyl)-2-ethylpyridin-3-amine ClC1=CC(=C(C=C1C(F)(F)F)NC=1C(=NC=CC1)CC)[N+](=O)[O-]